F\C(=C/C=1C(=C(C=CC1)C1=C(C(=CC=C1)NC(=O)C1=NC=C(C(=C1)OC)C=O)C)C)\C1=NC=C(C(=C1)OC)CO (Z)-N-(3'-(2-fluoro-2-(5-(hydroxymethyl)-4-methoxypyridin-2-yl)vinyl)-2,2'-dimethyl-[1,1'-biphenyl]-3-yl)-5-formyl-4-methoxypyridineamide